N-((2R,3S)-1-(6-(2-hydroxypropan-2-yl)pyridin-3-yl)-2-((((CIS)-4-phenylcyclohexyl)oxy)methyl)pyrrolidin-3-yl)methanesulfonamide OC(C)(C)C1=CC=C(C=N1)N1[C@H]([C@H](CC1)NS(=O)(=O)C)CO[C@@H]1CC[C@@H](CC1)C1=CC=CC=C1